2,3-diphenyl-2,3,5,6-tetrahydro-4H-1,3-thiazin-4-one 1,1-dioxide C1(=CC=CC=C1)C1S(CCC(N1C1=CC=CC=C1)=O)(=O)=O